C(CC)NC1=C(C(=O)N)C=CC=N1 (propylamino)nicotinamide